5-methoxycarbonyl-bicyclo[2.2.1]hept-2-ene COC(=O)C1C2C=CC(C1)C2